C[C@@H]1CN(C[C@H]2N1CC[C@H](C2)C2=CC=C(C=C2)C[C@@H]2CNCCO2)C2=C1C=CC=NC1=C(C=C2)C#N 5-[(4R,8R,9aS)-4-methyl-8-[4-[[(2R)-morpholin-2-yl]methyl]phenyl]-1,3,4,6,7,8,9,9a-octahydropyrido[1,2-a]pyrazin-2-yl]quinoline-8-carbonitrile